(R)-5-amino-N-cyclobutyl-N-(1-(5-cyclopropyl-3-fluoropyridin-2-yl)ethyl)-6,8-dihydro-1H-furo[3,4-d]pyrrolo[3,2-b]pyridine-2-carboxamide NC1=C2C(=C3C(=N1)C=C(N3)C(=O)N([C@H](C)C3=NC=C(C=C3F)C3CC3)C3CCC3)COC2